1-(4-hydroxy-2-(5-(p-tolyl)-1H-imidazol-2-yl)piperidin-1-yl)-2-methylbutan OC1CC(N(CC1)CC(CC)C)C=1NC(=CN1)C1=CC=C(C=C1)C